O=C1NC(CCC1NC1=NC=C(C=N1)C=O)=O 2-((2,6-dioxopiperidin-3-yl)amino)pyrimidine-5-carboxaldehyde